S(=O)(=O)(O)OC=1C=C(C=2C=CC3=C(C=C(C=4C=CC1C2C43)S(=O)(=O)O)S(=O)(=O)O)S(=O)(=O)O 8-sulfooxypyrene-1,3,6-trisulfonic acid